4-(1-(3-chlorobenzyl)piperidin-4-yl)-1-methyl-1,4-dihydropyrido[2,3-b]pyrazine-2,3-dione ClC=1C=C(CN2CCC(CC2)N2C3=C(N(C(C2=O)=O)C)C=CC=N3)C=CC1